tert-butyl-3-(4-tert-butoxyphenyl)azetidine C(C)(C)(C)N1CC(C1)C1=CC=C(C=C1)OC(C)(C)C